N[C@H](C(=[Se])O)CCC(=[Se])N[C@@H](CS)C(=O)NCC(=O)O di-selenoglutathione